ClC1=C(C=CC(=C1C)C1=NC=NC(=N1)NC1=NN(C=C1)C)[C@@H](C)NC(OC(C)(C)C)=O tert-butyl (R)-(1-(2-chloro-3-methyl-4-(4-((1-methyl-1H-pyrazol-3-yl)amino)-1,3,5-triazin-2-yl)phenyl)ethyl)carbamate